C(#C)C1=CC=C(C=C1)N1N=CC2=C1N=CN(C2=O)CC2(CCN(CC2)C(=O)C2=CC=C(C=C2)C2=C(C=CC=C2)NS(=O)(=O)C=C)O N-(4'-(4-((1-(4-ethynylphenyl)-4-oxo-1H-pyrazolo[3,4-d]pyrimidin-5(4H)-yl)methyl)-4-hydroxypiperidine-1-carbonyl)biphenyl-2-yl)ethenesulfonamide